((4-((E)-3-(((5S,8S,10aR)-3-acetyl-8-(benzhydrylcarbamoyl)-6-oxodecahydropyrrolo[1,2-a][1,5]diazocin-5-yl)amino)-3-oxoprop-1-en-1-yl)phenyl)difluoromethyl)phosphonic acid C(C)(=O)N1CC[C@@H]2N(C([C@H](C1)NC(/C=C/C1=CC=C(C=C1)C(F)(F)P(O)(O)=O)=O)=O)[C@@H](CC2)C(NC(C2=CC=CC=C2)C2=CC=CC=C2)=O